COCCOCCOC(CCCC(=O)O)=O glutaric acid mono[2-(2-methoxyethoxy) ethyl] ester